N-[2-[3-(3,4-Dihydroxyphenyl)prop-2-enoyl]phenyl]-4-hydroxybenzenesulfonamide OC=1C=C(C=CC1O)C=CC(=O)C1=C(C=CC=C1)NS(=O)(=O)C1=CC=C(C=C1)O